BrC1=CC=C(C=C1)N1CCN(CC1)C(C)C1CC1 1-(4-bromophenyl)-4-(1-cyclopropylethyl)piperazine